C(C)N(C[C@H](C)O)CC (2s)-1-(diethylamino)propan-2-ol